COC=1C(=C2C=CNC2=C(C1)C)CN1C(CC2(CC2)CC1)C=1C=CC(=NC1NC)C(=O)O 5-{6-[(5-methoxy-7-methyl-1H-indol-4-yl)methyl]-6-azaspiro[2.5]octan-5-yl}-6-(methylamino)pyridine-2-carboxylic acid